C1(CC1)C=1N=NN(C1)[C@H](C(=O)N1[C@@H](C[C@H](C1)O)C(=O)NCC(C=1C(=NN(C1C)C)C)O)C(C)(C)C (2S,4R)-1-[(2S)-2-(4-cyclopropyltriazol-1-yl)-3,3-dimethyl-butanoyl]-4-hydroxy-N-[2-hydroxy-2-(1,3,5-trimethylpyrazol-4-yl)ethyl]pyrrolidine-2-carboxamide